COC=1C=C(C=NC1)C=1SC=CN1 2-(5-methoxypyridin-3-yl)thiazol